6-[(tert-butyldimethylsilyl)oxy]-1,4-oxazocane-2-carboxylic acid [Si](C)(C)(C(C)(C)C)OC1CNCC(OCC1)C(=O)O